cyclohexyliodomethyl decanoate C(CCCCCCCCC)(=O)OC(I)C1CCCCC1